3-(pyrrolidin-1-ylsulfonyl)benzamide N1(CCCC1)S(=O)(=O)C=1C=C(C(=O)N)C=CC1